bis-(diisopropylamino)(2-cyanoethoxy)phosphorus C(C)(C)N(C(C)C)P(OCCC#N)N(C(C)C)C(C)C